FC(OC=1C=C2C=C(C(OC2=CC1)C(F)(F)F)C(=O)O)(F)F 6-(trifluoromethoxy)-2-(trifluoromethyl)-2H-chromene-3-carboxylic acid